(E)-N-(4-(1-(4-(4-(3-((2-(2,6-dioxopiperidin-3-yl)-1-oxoisoindoline-4-yl)thio)propyl)piperazin-1-yl)benzoyl)piperidin-4-yl)butyl)-3-(pyridin-3-yl)acrylamide O=C1NC(CCC1N1C(C2=CC=CC(=C2C1)SCCCN1CCN(CC1)C1=CC=C(C(=O)N2CCC(CC2)CCCCNC(\C=C\C=2C=NC=CC2)=O)C=C1)=O)=O